C(C1=CC=CC=C1)(=O)C=1C=C(C=CC1)[C@@H](C)NS(=O)(=O)C1=CC=C(O1)C(=O)O 5-({[(1R)-1-(3-benzoylphenyl)ethyl]amino}sulfonyl)-2-furancarboxylic acid